NC1=CC=C(C=C1)C1=C(C(=C2N1CCN(C2)C)C(=O)N)C2=CC=C(C=C2)OC2=NC(=CC=C2)C 6-(4-aminophenyl)-2-methyl-7-(4-((6-methylpyridin-2-yl)oxy)phenyl)-1,2,3,4-tetrahydropyrrolo[1,2-a]pyrazine-8-carboxamide